(3R)-1-butyl-2,5-dioxo-3-((1R)-1-hydroxy-2-ethylbutyl)-9-(4-(4-(2-methoxyethylaminocarbonyl)-2-methoxyphenoxy)phenylmethyl)-1,4,9-triazaspiro[5.5]undecane C(CCC)N1C([C@H](NC(C12CCN(CC2)CC2=CC=C(C=C2)OC2=C(C=C(C=C2)C(=O)NCCOC)OC)=O)[C@@H](C(CC)CC)O)=O